C1(=CC=CC=C1)SC1=CC=C(C=C1)C(C(CC)=NO)=O 1-(4-phenylthiophenyl)-butan-1,2-dione-2-oxime